O=C1N(CCC(N1)=O)C1=NN(C2=CC(=CC=C12)C1CCN(CC1)CC1=C(C#N)C=CC=C1)C 2-((4-(3-(2,4-dioxotetrahydropyrimidin-1(2H)-yl)-1-methyl-1H-indazol-6-yl)piperidin-1-yl)methyl)benzonitrile